Xenon Chloride [Xe]Cl